(R)-6-(1-methylcyclopropyl)-4-(3-methylmorpholinyl)-2-(1H-pyrazol-3-yl)-8,9-dihydro-1,3,6,9a-tetraazabenzo[cd]azulene-7(6H)-one CC1(CC1)N1C=2C3=C(C(=NN3CCC1=O)C1=NNC=C1)N=C(C2)N2[C@@H](COCC2)C